(S)-2-(3-fluoro-2-methoxy-5-((4-methyloxazol-5-yl)methyl)phenyl)-2-((R)-3-((5-(5,6,7,8-tetrahydro-1,8-naphthyridin-2-yl)pentyl)oxy)pyrrolidin-1-yl)acetic acid FC=1C(=C(C=C(C1)CC1=C(N=CO1)C)[C@@H](C(=O)O)N1C[C@@H](CC1)OCCCCCC1=NC=2NCCCC2C=C1)OC